methyl 2-(2-oxo-3,4-dihydro-1,6-naphthyridin-1(2H)-yl)acetate O=C1N(C2=CC=NC=C2CC1)CC(=O)OC